BrC1CCC(CC1)CO (4-bromocyclohexyl)methanol